5-(8-(4-Chlorophenyl)-2-imino-3-methyl-2,3-dihydro-1H-imidazo[4,5-c]quinolin-1-yl)-4-methyl-2-(pyrrolidin-1-yl)benzonitrile ClC1=CC=C(C=C1)C1=CC=2C3=C(C=NC2C=C1)N(C(N3C=3C(=CC(=C(C#N)C3)N3CCCC3)C)=N)C